C1(CC1)C1=CC(=CC2=CN(N=C12)C1=C(C=C(C=C1)NC(=O)N1C[C@H](CC1)O)F)C(=O)N1[C@@H](C2=CC=CC=C2CC1)C (3S)-N-(4-{7-Cyclopropyl-5-[(1R)-1-methyl-1,2,3,4-tetrahydroisoquinoline-2-carbonyl]-2H-indazol-2-yl}-3-fluorophenyl)-3-hydroxypyrrolidine-1-carboxamide